C(C)(C)[Si]1(O[Si](OC[C@@H]2C(O1)C([C@@H](O2)N2C1=NC=NC(=C1N=C2)Cl)OC)(C(C)C)C(C)C)C(C)C 9-[(6aR,8R)-2,2,4,4-tetraisopropyl-9-methoxy-6a,8,9,9a-tetrahydro-6H-furo[3,2-f][1,3,5,2,4]trioxadisilocin-8-yl]-6-chloro-purine